O=C1NC(CCC1N1C(C2=CC=CC(=C2C1)SCCCCN1CCN(CC1)C1=C(C=C(C(=O)N2CCC(CC2)CCCCNC(\C=C\C=2C=NC=C(C2)F)=O)C=C1)O)=O)=O (E)-N-(4-(1-(4-(4-(4-((2-(2,6-dioxopiperidin-3-yl)-1-oxoisoindoline-4-yl)thio)butyl)piperazin-1-yl)-3-hydroxybenzoyl)piperidin-4-yl)butyl)-3-(5-fluoropyridin-3-yl)acrylamide